[Ca+2].S(=O)(=O)([O-])[O-].OC1[C@H](N)[C@@H](O)[C@H](O)[C@H](O1)CO glucosamine sulfate calcium salt